ClC=1C=C(C=C(C1OC1=NNC(C(=C1)C(C)C)=O)Cl)N1N=C(C(NC1=O)=O)C#C 2-[3,5-dichloro-4-[(5-isopropyl-6-oxo-1H-pyridazin-3-yl)oxy]phenyl]-6-ethynyl-4H-1,2,4-triazine-3,5-dione